C(C)(C)(C)C(=O)C methyl tertiary butyl ketone